(3R,4R)-1-[3-Fluoro-5-oxo-6-{[(2S)-1,1,1-trifluorobutan-2-yl]carbamoyl}-8-(2,4,6-trifluoro-phenyl)-5,8-dihydro-1,8-naphthyridin-2-yl]-4-hydroxypyrrolidin-3-yl acetate C(C)(=O)O[C@@H]1CN(C[C@H]1O)C1=NC=2N(C=C(C(C2C=C1F)=O)C(N[C@H](C(F)(F)F)CC)=O)C1=C(C=C(C=C1F)F)F